N(N)C1=NC=NC(=C1)O 4-hydrazino-6-hydroxyPyrimidine